[Ni](Cl)Cl.C1(CCCCC1)P(C1CCCCC1)C1CCCCC1.C1(CCCCC1)P(C1CCCCC1)C1CCCCC1 bis(tricyclohexylphosphine) nickel (II) chloride